FC1(C(C1)C(=O)NC1=CC(=C(C=C1)F)N1N=C2N=CC(=CC2=C1)C(C)C)F 2,2-difluoro-N-{4-fluoro-3-[5-(propan-2-yl)-2H-pyrazolo[3,4-b]pyridin-2-yl]phenyl}cyclopropane-1-carboxamide